ClC1=C(C=CC=C1NC(=O)C1=CC=C(C=N1)CN1C[C@@H](CC1)C(=O)OC)C1=C(C(=CC=C1)NC(C1=NC=C(C=C1)C=O)=O)C methyl (R)-1-((6-((2-chloro-3'-(5-formylpicolinamido)-2'-methyl-[1,1'-biphenyl]-3-yl)carbamoyl)pyridin-3-yl)methyl)pyrrolidine-3-carboxylate